N4,N4-Dimethylisoxazolo[5,4-b]pyridin-3,4-diamin CN(C=1C2=C(N=CC1)ON=C2N)C